(1-(((2R,3S,4R,5R)-5-(2-chloro-6-(cyclopentylamino)-9H-purin-9-yl)-3,4-dihydroxytetrahydrofuran-2-yl)methoxy)-2-methoxyethyl)phosphonic acid ClC1=NC(=C2N=CN(C2=N1)[C@H]1[C@@H]([C@@H]([C@H](O1)COC(COC)P(O)(O)=O)O)O)NC1CCCC1